Ethyl (1R,2S)-2-(2,2,2-trifluoroethyl)cyclopropanecarboxylate FC(C[C@H]1[C@@H](C1)C(=O)OCC)(F)F